ClC=1C=C(C=CC1Cl)C1=NN(C(=C1)NC(C)=O)C1=NC=CC=C1 N-(3-(3,4-dichlorophenyl)-1-(pyridin-2-yl)-1H-pyrazol-5-yl)acetamide